penta(dimethylamino)tantalum (IV) CN(C)[Ta-](N(C)C)(N(C)C)(N(C)C)N(C)C